[Si](C)(C)(C(C)(C)C)OC=1C=C2C(=NN(C2=CC1)C1OCCCC1)C=1C=NN(C1)CCOCCCCCS(=O)(=O)[O-] 4-[2-(4-{5-[(tert-butyldimethylsilyl)oxy]-1-(oxan-2-yl)-1H-indazol-3-yl}-1H-pyrazol-1-yl)ethoxy]butylmethanesulfonate